(2S,2'S)-4,4'-(1,3-propanediylbis{oxy[6-(difluoromethoxy)-1-benzothiophene-5,2-diyl]})bis(2-methyl-4-oxobutanoic acid) C(CCOC=1C(=CC2=C(C=C(S2)C(C[C@@H](C(=O)O)C)=O)C1)OC(F)F)OC=1C(=CC2=C(C=C(S2)C(C[C@@H](C(=O)O)C)=O)C1)OC(F)F